BrC1=C(C=NS1)CC=1N=NN(C1)CC 5-bromo-4-((1-ethyl-1H-1,2,3-triazol-4-yl)methyl)isothiazole